N[C@@H](CO)C[C@@H]1OCCCC1 (2R)-2-amino-3-[(2R)-tetrahydropyran-2-yl]propan-1-ol